N-methyl-N-undecylurea CN(C(=O)N)CCCCCCCCCCC